C1(=CC=CC=C1)C1=NC(=NO1)C=1C(=NC=C(C1)C=1C=NNC1)N 3-(5-phenyl-1,2,4-oxadiazol-3-yl)-5-(1H-pyrazol-4-yl)pyridin-2-amine